ClC=1C=C(C=CC1C)C=1NC(C=2N(C1)N=C(C2C(F)(F)F)C(=O)N[C@H](C(C)(C)O)C2=CC=C(C=C2)F)=O 6-(3-Chloro-4-methylphenyl)-N-[(1S)-1-(4-fluorophenyl)-2-hydroxy-2-methylpropyl]-4-oxo-3-(trifluoromethyl)-4,5-dihydropyrazolo[1,5-a]pyrazine-2-carboxamide